(3R)-3-[(1S)-1-benzyl-2-[(4S)-4-benzyl-2-oxo-oxazolidin-3-yl]-2-oxo-ethyl]pyrrolidine-1-carboxylic acid tert-butyl ester C(C)(C)(C)OC(=O)N1C[C@H](CC1)[C@@H](C(=O)N1C(OC[C@@H]1CC1=CC=CC=C1)=O)CC1=CC=CC=C1